CC1=CC2=C(C=N1)CN(C2=O)C=2C=NC(=CC2)N[C@@H]2C[C@H](CC2)NC2=NN1C(C=C(C=C1)C(F)(F)F)=N2 6-methyl-2-(6-(((1S,3S)-3-((7-(trifluoromethyl)-[1,2,4]triazolo[1,5-a]pyridin-2-yl)amino)cyclopentyl)amino)pyridin-3-yl)-2,3-dihydro-1H-pyrrolo[3,4-c]pyridin-1-one